FC=1C=CC(=NC1C)S(=O)(=O)N(CC1=CC=C(C=C1)OC)C1=NSC=C1 5-fluoro-N-(isothiazol-3-yl)-N-(4-methoxybenzyl)-6-methylpyridine-2-sulfonamide